N1-(3-fluoro-5-methoxyphenyl)-N2-isopropyl-N1-(3-(1-(tetrahydro-2H-pyran-2-yl)-1H-pyrazol-4-yl)quinoxalin-6-yl)ethane-1,2-diamine FC=1C=C(C=C(C1)OC)N(CCNC(C)C)C=1C=C2N=C(C=NC2=CC1)C=1C=NN(C1)C1OCCCC1